C(C)(=O)O[C@H]1[C@@H](OC(C)=O)[C@@H](OC(C)=O)[C@H](OC(C)=O)[C@H](O1)COC(C)=O 1-O,2-O,3-O,4-O,6-O-pentaacetyl-β-D-mannopyranose